(S)-(6-amino-5-(3-hydroxy-2,6-dimethylphenyl)-2,3-dimethyl-5H-pyrrolo[2,3-b]pyrazin-7-yl)(4H-furo[3,2-b]pyrrol-5-yl)methanone NC1=C(C=2C(=NC(=C(N2)C)C)N1C1=C(C(=CC=C1C)O)C)C(=O)C1=CC2=C(N1)C=CO2